C(C1=CC=CC=C1)[C@@H](C(NCC(NCN1C(N(CCC1=O)C1=C(C=CC(=C1)I)OC)=O)=O)=O)NC(CNC(CNC(OCC1C2=CC=CC=C2C=2C=CC=CC12)=O)=O)=O (9H-fluoren-9-yl)methyl (S)-(7-benzyl-1-(3-(5-iodo-2-methoxyphenyl)-2,6-dioxotetrahydropyrimidin-1(2H)-yl)-3,6,9,12-tetraoxo-2,5,8,11-tetraazatridecan-13-yl)carbamate